5-acrylamido-2-((4-methoxybenzyl)((tetrahydro-2H-pyran-4-yl)methyl)carbamoyl)benzoic acid C(C=C)(=O)NC=1C=CC(=C(C(=O)O)C1)C(N(CC1CCOCC1)CC1=CC=C(C=C1)OC)=O